C(C=C)(=O)OCC(NCCCCCCCCCCCCC)=O 2-oxo-2-(tridecylamino)ethyl acrylate